(Z,Z,Z,E)-3,6,9,11-Eicosatetraene CC\C=C/C\C=C/C\C=C/C=C/CCCCCCCC